2-(4-(2-(2,6-dimethylpyridin-4-yl)-3-isopropyl-1H-indol-5-yl)piperidin-1-yl)-1-(2-oxa-6-azaspiro[3.3]hept-6-yl)ethan-1-one CC1=NC(=CC(=C1)C=1NC2=CC=C(C=C2C1C(C)C)C1CCN(CC1)CC(=O)N1CC2(COC2)C1)C